bis(2,3-dicarboxycyclohexyl)methane methyl-acrylate COC(C=C)=O.C(=O)(O)C1C(CCCC1C(=O)O)CC1C(C(CCC1)C(=O)O)C(=O)O